3-(4-bromo-2-chloro-5-methyl-phenyl)-3-methyl-bicyclo[3.1.0]hexane BrC1=CC(=C(C=C1C)C1(CC2CC2C1)C)Cl